(2-(1-(7-isopropoxy-6-methoxyquinazolin-4-yl)piperidin-4-yl)ethyl)phosphonic acid C(C)(C)OC1=C(C=C2C(=NC=NC2=C1)N1CCC(CC1)CCP(O)(O)=O)OC